C1(=CC=CC2=CC=CC=C12)C=1C=CC=2CC3=CC=C(C=C3C2C1)C1=CC=CC2=CC=CC=C12 3,6-bis(naphth-1-yl)fluorene